C(CC)N1C(C(C2=CC=CC=C12)CC=1N=NC=CC1)=O 1-propyl-3-(pyridazin-3-ylmethyl)indolin-2-one